perfluorodecyl-trioxysilane F[Si](OOOC(C(C(C(C(C(C(C(C(C(F)(F)F)(F)F)(F)F)(F)F)(F)F)(F)F)(F)F)(F)F)(F)F)(F)F)(F)F